FC=1C=C2C(=NNC2=CC1F)C1=CC=C(C(=N1)CC)N 6-(5,6-difluoro-1H-indazol-3-yl)-2-ethylpyridin-3-amine